tert-Butyl (2-chloro-7-ethylthieno[3,2-d]pyrimidin-4-yl)(furan-2-ylmethyl)carbamate ClC=1N=C(C2=C(N1)C(=CS2)CC)N(C(OC(C)(C)C)=O)CC=2OC=CC2